C1(CCCCC1)C(=O)NC1(COC1)N[C@H](C(=O)N[C@H](C(N[C@@H]1CCCC2=CC=CC=C12)=O)CCC1=CC=CC=C1)CC(=O)NCC(C)(C)C (S)-2-((3-(cyclohexanecarboxamido)oxetan-3-yl)amino)-N4-neopentyl-N1-((S)-1-oxo-4-phenyl-1-(((R)-1,2,3,4-tetrahydronaphthalen-1-yl)amino)butan-2-yl)succinamide